(2-(mercaptopropionyloxy)ethyl) isocyanate SCCC(=O)OCCN=C=O